[(3R,4R)-4-fluoro-1-[6-[[1-(2-hydroxyethyl)-3-methoxy-pyrazol-4-yl] amino]-9-methyl-purin-2-yl] pyrrolidin-3-yl] carbamate C(N)(O[C@@H]1CN(C[C@H]1F)C1=NC(=C2N=CN(C2=N1)C)NC=1C(=NN(C1)CCO)OC)=O